(9,9'-spirobi[fluoren]-2-yl)amine C1=C(C=CC=2C3=CC=CC=C3C3(C12)C1=CC=CC=C1C=1C=CC=CC13)N